CC=1C(=NC(=CC1)C(=O)NC=1C(=NN(C1)C)C1=NC=C(C=C1)OC1COC1)C=1C=NC=CC1 methyl-N-(1-methyl-3-(5-(oxetan-3-yloxy)pyridin-2-yl)-1H-pyrazol-4-yl)-[2,3'-bipyridine]-6-carboxamide